NC=1N=NC(=CC1N1CC2CCC(C1)N2C2=NC=C(C=N2)C2CCN(CC2)CC2=C(C=CC=C2)N2C(NC(CC2)=O)=O)C2=C(C=CC=C2)O 1-(2-((4-(2-(3-(3-amino-6-(2-hydroxyphenyl)pyridazin-4-yl)-3,8-diazabicyclo[3.2.1]octan-8-yl)pyrimidin-5-yl)piperidin-1-yl)methyl)phenyl)dihydropyrimidine-2,4(1H,3H)-dione